N-(1,1-Dimethylprop-2-ynyl)-4-[[2-(2-fluorophenyl)acetyl]amino]pyridin CC(C#C)(C)N1CC=C(C=C1)NC(CC1=C(C=CC=C1)F)=O